C1(=CC=CC=C1)C(C(=O)O)CN alpha-phenyl-beta-aminopropionic acid